O=C1NC(CCC1N1CC2=CC=C(C=C2C1=O)CNC(=O)NC1=CC(=CC=C1)O)=O 1-((2-(2,6-dioxopiperidin-3-yl)-3-oxoisoindolin-5-yl)methyl)-3-(3-hydroxyphenyl)urea